CC(C)C=1C=C(C=CC1)C(CC1OCC(CO1)=O)C 2-{2-[3-(propan-2-yl)phenyl]propyl}-1,3-dioxan-5-one